C(CCCCCCCCCCCCCCCC)OCCCCCCCCCCCCCCCCC heptadecanyl ether